C1=C(C=CC2=CC=CC=C12)CC1CC(N(O1)C(=O)OC(C)(C)C)C1=CC=CC=C1 tert-butyl 5-(naphthalen-2-ylmethyl)-3-phenylisoxazolidine-2-carboxylate